Benzyl-2-deoxy-2-trifluoroacetylamino-3,4,6-tri-O-acetyl-β-D-galactopyranose C(C1=CC=CC=C1)[C@]1(O)[C@@H]([C@@H](OC(C)=O)[C@@H](OC(C)=O)[C@H](O1)COC(C)=O)NC(C(F)(F)F)=O